N=1SN=C2C1C=CC=C2C=2C1=CC=C(N1)C(=C1C=CC(C(=C3C=CC(=C(C=4C=CC2N4)C4=CC=C(C=C4)C)N3)C3=C(C=C(C(=C3)CC)C3OCC(CO3)(C)C)CC)=N1)C1=CC=C(C=C1)C 5-(2,1,3-benzothiadiazol-4-yl)-15-(4-(5,5-dimethyl-1,3-dioxan-2-yl)-2,5-diethylphenyl)-10,20-bis(4-methylphenyl)porphyrin